3-(3-(1H-pyrrolo[2,3-b]pyridin-5-yl)phenyl)-N-(2-fluorophenyl)acrylamide N1C=CC=2C1=NC=C(C2)C=2C=C(C=CC2)C=CC(=O)NC2=C(C=CC=C2)F